FC=1C=C(C=CC1)CC(=O)NC1=NC2=C(N1C1(CCC1)C)C=C(C=C2)C(C)(C)O 2-(3-fluorophenyl)-N-(6-(2-hydroxypropan-2-yl)-1-(1-methylcyclobutyl)-1H-benzo[d]imidazol-2-yl)acetamide